1-(3-(4-Chlorophenyl)-1,2,4-oxadiazol-5-yl)-N-((1-(((S)-1-methylpiperidin-3-yl)methyl)pyrrolidin-3-yl)methyl)piperidine-4-carboxamide ClC1=CC=C(C=C1)C1=NOC(=N1)N1CCC(CC1)C(=O)NCC1CN(CC1)C[C@@H]1CN(CCC1)C